C(C)(C)(C)OC(=O)N1CC2=CC=CC=C2C1=O 3-oxoisoindoline-2-carboxylic acid tert-butyl ester